3-(DIMETHYLAMINO)-4-HYDROXYBENZALDEHYDE CN(C=1C=C(C=O)C=CC1O)C